(E)-3-(naphthalen-1-yl)-N-(1-phenyl-3-(1H-1,2,4-triazol-1-yl)propan-2-yl)acrylamide C1(=CC=CC2=CC=CC=C12)/C=C/C(=O)NC(CC1=CC=CC=C1)CN1N=CN=C1